C(C)OP(=O)(OCC)CS(=O)(=O)C1=CC=C(OCC(=O)O)C=C1 2-(4-((diethoxyphosphoryl)methylsulfonyl)phenoxy)ACETIC ACID